2,3-dihydro-1H-isoindolium chloride [Cl-].C1[NH2+]CC2=CC=CC=C12